O=C1NC(CCC1N1C(C2=CC=CC(=C2C1=O)NCCCCNC(C1=CC=C(C(=O)NC2=CC3=C(NC(=N3)CN3[C@H](CCC3)C)C=C2)C=C1)=O)=O)=O N1-(4-((2-(2,6-dioxopiperidin-3-yl)-1,3-dioxoisoindolin-4-yl)amino)butyl)-N4-(2-(((S)-2-methylpyrrolidin-1-yl)methyl)-1H-benzo[d]imidazol-5-yl)terephthalamide